C(\C=C/C(=O)O)(=O)O.CNS(=O)(=O)C[C@@H]1CC[C@H](CC1)N(C=1C2=C(N=CN1)NC=C2)C N-methyl-1-{trans-4-[methyl(7H-pyrrolo[2,3-d]pyrimidin-4-yl)amino]cyclohexyl}methanesulfonamide maleate